ClC=1N=C(C2=C(N1)C(=C(N=C2)C2=CC(=CC1=CC=CC=C21)OCOC)F)N2CC(OCC2)C 4-[2-chloro-8-fluoro-7-[3-(methoxymethoxy)-1-naphthyl]pyrido[4,3-d]pyrimidin-4-yl]-2-methyl-morpholine